C1(CCCCC1)CC(=O)NC=1C=C2CCN(C2=CC1)CC1=CC=C(C=C1)F 2-cyclohexyl-N-(1-(4-fluorobenzyl)indolin-5-yl)acetamide